O(C1=CC=CC=C1)P.[Na].[Ni] Nickel-Sodium Phenoxyphosphine